NC1=C(C(=NN1C1(CC1)C)C1=CC=C(C=C1)C(C)C(NC1=CC(=NO1)CC(C)(C)C)=O)C(=O)N 5-Amino-3-[4-[1-[[3-(2,2-dimethylpropyl)-1,2-oxazol-5-yl]carbamoyl]ethyl]phenyl]-1-(1-methylcyclopropyl)pyrazole-4-carboxamide